O=C([C@H](O)[C@@H](O)[C@@H](O)[C@H](O)C(=O)OCC)[O-] monoethyl galactarate